Propyl 3,4,5-tris((2-ethylhexyl)oxy)benzoate C(C)C(COC=1C=C(C(=O)OCCC)C=C(C1OCC(CCCC)CC)OCC(CCCC)CC)CCCC